(7r,4r)-4-(3-(3-(1-(o-tolyl)cyclopropyl)-1,2,4-oxadiazol-5-yl)-5,6-dihydrocyclopenta[c]pyrazol-2(4H)-yl)cyclohexane-1-carboxylic acid C1(=C(C=CC=C1)C1(CC1)C1=NOC(=N1)C1=C2C(=NN1C1CCC(CC1)C(=O)O)CCC2)C